(12S)-6-(benzyloxy)-20-nitro-6-(trifluoromethyl)-22-oxa-3,4,16,21-tetraazatetracyclo[15.3.1.12,5.012,16]docosa-1(21),2,4,9,17,19-hexa-ene-18-carbonitrile C(C1=CC=CC=C1)OC1(C2=NN=C(C=3C(=CC(=C(N4CCC[C@H]4CC=CCC1)N3)C#N)[N+](=O)[O-])O2)C(F)(F)F